3-biphenylamide C1(=CC(=CC=C1)C(=O)N)C1=CC=CC=C1